C(CO)(=O)OC(=O)C1=CC=C(C=C1)C p-toluoyl glycolate